4-(5-(2,6-dimethylphenoxy)-1-(pyrrolidin-3-yl)-1H-indazol-6-yl)-N-ethyl-6-methyl-7-oxo-6,7-dihydro-1H-pyrrolo[2,3-c]pyridine-2-carboxamide CC1=C(OC=2C=C3C=NN(C3=CC2C=2C3=C(C(N(C2)C)=O)NC(=C3)C(=O)NCC)C3CNCC3)C(=CC=C1)C